C(C)(C)OC1=NC=2N(C=C1C(=O)NC=1C(N(C=CC1)[C@H]1[C@@H](C1)C)=O)C=C(N2)[C@@]21CO[C@@](CC2)(C1)C 7-isopropoxy-2-((1s,4r)-1-methyl-2-oxabicyclo[2.2.1]hept-4-yl)-N-(1-((1r,2r)-2-methylcyclopropyl)-2-oxo-1,2-dihydropyridin-3-yl)imidazo[1,2-a]pyrimidine-6-carboxamide